7a-(4-bromophenyl)-6-(((2-fluoroethyl)amino)methyl)-4-methoxy-7-phenyl-5,6,7,7a-tetrahydro-4bH-cyclopenta[4,5]furo[2,3-c]pyridine-4b,5-diol BrC1=CC=C(C=C1)C12C(C3=C(C=NC=C3OC)O1)(C(C(C2C2=CC=CC=C2)CNCCF)O)O